C1(CCCCC1)C1=CC=C(CN(C(CCC2=CC=CC=C2)=O)C2=CC=C(C=C2)B(O)O)C=C1 (4-(N-(4-cyclohexylbenzyl)-3-phenylpropionamido)phenyl)boronic acid